COC=1C=C2CCN(C(C2=CC1)=O)C1=NC=CC=N1 6-methoxy-2-(pyrimidin-2-yl)-3,4-dihydroisoquinolin-1(2H)-one